N-(6-chloropyridin-3-yl)-6-((tetrahydro-2H-pyran-3-yl)oxy)isoquinolin-1-amine ClC1=CC=C(C=N1)NC1=NC=CC2=CC(=CC=C12)OC1COCCC1